CC=1C=C(C=CC1C)C(CN1N=C(C(=C1C(=O)OCC)C(F)(F)F)C(=O)OCC)=O Diethyl 1-[2-(3,4-dimethylphenyl)-2-oxoethyl]-4-(trifluoromethyl)-1H-pyrazole-3,5-dicarboxylate